BrC1=C(C=C(C(=C1)OCCCCC)OCCCCC)Br 1,2-dibromo-4,5-dipentyloxybenzene